C(OC1CCC(CC1)NC1=NC=C(C(=N1)C1=CC(=CC=C1)C1=CC=CC=C1)F)(OC1=CC=C(C=C1)[N+](=O)[O-])=O [4-[[5-fluoro-4-(3-phenylphenyl)pyrimidin-2-yl]amino]cyclohexyl] (4-nitrophenyl) carbonate